C([C@H](O)C1=CC=CC=C1)(=O)O.N1C[C@@H](CCC1)C1=CC=C(C=C1)N1N=C2C(=CC=CC2=C1)C(=O)N 2-{4-[(3S)-piperidin-3-yl]phenyl}-2H-indazole-7-carboxamide (R)-(-)-mandelate